(1S,2S)-N-(3-bromo-1-((2-(trimethylsilyl)ethoxy)methyl)-1H-pyrrolo[2,3-b]pyridin-6-yl)-2-fluorocyclopropane-1-carboxamide BrC1=CN(C2=NC(=CC=C21)NC(=O)[C@H]2[C@H](C2)F)COCC[Si](C)(C)C